O([Si](C)(C)C(C)(C)C)[C@H]1C(N[C@H]1C#CCO[Si](C)(C)C(C)(C)C)=O (3R,4S)-3-t-Butyldimethylsiloxy-4-(3-t-Butyldimethylsiloxy-1-propynyl)-2-azetidinone